2-ethyl-2-butyl-1,3-propanediol diacetoacetate C(CC(=O)C)(=O)OCC(COC(CC(=O)C)=O)(CCCC)CC